(S)-1-((S)-8-(4'-(aminomethyl)-2-methylbiphenyl-3-ylsulfonyl)-1-oxa-8-azaspiro[4.5]decan-3-ylamino)-3-(3-(1-(hydroxymethyl)cyclopropylsulfonyl)phenoxy)propan-2-ol NCC1=CC=C(C=C1)C1=C(C(=CC=C1)S(=O)(=O)N1CCC2(C[C@@H](CO2)NC[C@@H](COC2=CC(=CC=C2)S(=O)(=O)C2(CC2)CO)O)CC1)C